N1=CC=C2N1CCNC2 4,5,6,7-tetrahydropyrazolo[1,5-a]pyrazin